gamma-methacryloxypropylmethyldimethoxysilane C(C(=C)C)(=O)OCCC[Si](OC)(OC)C